2-isopropyl-5-pyridin-3-yl-2H-pyrazole-3-carboxylic acid ethyl ester C(C)OC(=O)C=1N(N=C(C1)C=1C=NC=CC1)C(C)C